ClC1=CC2=C(C=N1)C=C(N2COCC[Si](C)(C)C)C2=CCCCC2 6-Chloro-2-(cyclohex-1-en-1-yl)-1-((2-(trimethylsilyl)ethoxy)methyl)-1H-pyrrolo[3,2-c]pyridine